C(C)C(C(=O)N)C=1C(OC2=C(C(=C3C(=C2C1C)CCO3)O)C=O)=O ethyl-2-(5-formyl-4-hydroxy-9-methyl-7-oxo-1,7-dihydro-2H-furo[3,2-f]chromen-8-yl)acetamide